COC=1C=C2C[C@@H](C2=CC1OC)CN(CCCN1CCC=CC2=C1C=CC=C2)C [3-[[[(7S)-3,4-dimethoxybicyclo[4.2.0]octa-1,3,5-trien-7-yl]methyl]methylamino]propyl]-1,3-dihydro-2H-benzazepin